1,2-bis(4-methoxyphenoxy)propane Sodium [Na].COC1=CC=C(OCC(C)OC2=CC=C(C=C2)OC)C=C1